2-((1-methyl-1H-pyrazol-4-yl)amino)pyrimidin-4-ol CN1N=CC(=C1)NC1=NC=CC(=N1)O